2-methyl-4-(4-(trifluoromethyl)piperidin-1-yl)aniline CC1=C(N)C=CC(=C1)N1CCC(CC1)C(F)(F)F